C(C)N.CC1=CC=C(C=C1)S(=O)[O-].C(CCC)[NH3+] butylammonium p-toluenesulfinate ethylamine salt